C1[C@@H](OP(=O)(O1)[O-])[C@H](C2=NC3=C(NC2)N=C(NC3=O)N)O The molecule is an organophosphate oxoanion that is the conjugate base of 7,8-dihydro-D-neopterin 2',3'-cyclic phosphate, arising from deprotonation of the phosphate OH. It is a conjugate base of a 7,8-dihydro-D-neopterin 2',3'-cyclic phosphate.